ClC=1C=C2C=NN(C2=C(C1)C(=O)NC1CC2(CC(C2)CC(=O)O)C1)CC1=NC=C(C=C1)C1=CC=CC=C1 2-(6-(5-chloro-1-((5-phenylpyridin-2-yl)methyl)-1H-indazole-7-carboxamido)spiro[3.3]heptane-2-yl)acetic acid